FC1=C(C#N)C=CC(=C1F)C 2,3-difluoro-4-methylbenzonitrile